ClC1=CC=C(CC=2C=NN(C2)CC=2C=C3CN(C(C3=CC2)=O)C2C(NC(CC2)=O)=O)C=C1 3-(5-((4-(4-chlorobenzyl)-1H-pyrazol-1-yl)methyl)-1-oxoisoindolin-2-yl)piperidine-2,6-dione